(Z)-2-((2-(benzo[d][1,3]dioxol-5-yl)oxazol-5-yl)methyl)-3-((tert-butylamino)methylene)benzopyran-4-one O1COC2=C1C=CC(=C2)C=2OC(=CN2)CC/2OC1=C(C(\C2=C/NC(C)(C)C)=O)C=CC=C1